CN(CC#C)C 3-dimethylamino-1-propyne